3-((4-cyanophenyl)amino)-4-((pyridin-2-ylmethyl)amino)cyclobut-3-ene-1,2-dione C(#N)C1=CC=C(C=C1)NC=1C(C(C1NCC1=NC=CC=C1)=O)=O